tert-butyl 4-[5-(dimethylamino)-3-methoxy-2-pyridyl]piperazine-1-carboxylate CN(C=1C=C(C(=NC1)N1CCN(CC1)C(=O)OC(C)(C)C)OC)C